1-cyclopropyl-3-(furan-2-yl)-1H-pyrazol-5-amine C1(CC1)N1N=C(C=C1N)C=1OC=CC1